7-deaza-7-iodo-5'-O-tert-butyldimethylsilyl-3'-O-methylthiomethyl-2'-deoxyguanosine IC1=CN([C@H]2C[C@H](OCSC)[C@@H](CO[Si](C)(C)C(C)(C)C)O2)C=2N=C(NC(C12)=O)N